FC1(CC(C1)N1C=C(C=2C(C(CCC12)(F)F)O)S(=O)(=O)C)F 1-(3,3-difluorocyclobutyl)-5,5-difluoro-3-(methylsulfonyl)-4,5,6,7-tetrahydro-1H-indol-4-ol